C1(=CC=CC=C1)C1=NC(=NC(=N1)C1=CC=CC=C1)C1=C(C=C(C=C1)OCCCCCC)O 2-(4,6-diphenyl-1,3,5-triazin-2-yl)-5-(hexyloxy)-phenol